5-(3-(((1R,3R)-3-hydroxy-3-methylcyclohexyl)amino)-5-methyl-1,2,4-triazin-6-yl)benzothiophene-4-ol O[C@]1(C[C@@H](CCC1)NC=1N=NC(=C(N1)C)C1=CC=C2C(C=CS2)=C1O)C